3-Butoxy-1,2-propanediol dinitrate [N+](=O)([O-])OCC(COCCCC)O[N+](=O)[O-]